2-phenyl-N-(p-tolyl)acetamide C1(=CC=CC=C1)CC(=O)NC1=CC=C(C=C1)C